[Li+].FC(C(C(C(C(C(C(C(F)(F)F)(F)F)(F)F)(F)F)(F)F)(F)F)(F)F)(S(=O)(=O)[O-])F perfluorooctanesulfonic acid lithium salt